FC1=C(C(=CC=C1)C)N1N=C2C(=CC1=O)NN=C2C2=CC=C(C=C2)N2CC1N(C(C2)=O)CCC1 5-(2-Fluoro-6-methylphenyl)-3-(4-(4-oxohexahydropyrrolo[1,2-a]pyrazin-2(1H)-yl)phenyl)-1H-pyrazolo[4,3-c]pyridazin-6(5H)-on